BrC=1C=CC(=C(C1)C(=O)C1=CC=C(C=C1)OCC)Cl 5-bromo-2-chlorophenyl-(4-ethoxyphenyl)methanone